C(\C=C\C(=O)O)(=O)O.C(N)(=O)C(CNC([C@@H](C[C@@H]([C@H](C[C@H](CC1=CC(=C(C=C1)OC)OCCCOC)C(C)C)N)O)C(C)C)=O)(C)C.C(N)(=O)C(CNC([C@@H](C[C@@H]([C@H](C[C@H](CC1=CC(=C(C=C1)OC)OCCCOC)C(C)C)N)O)C(C)C)=O)(C)C (2S,4S,5S,7S)-N-(2-carbamoyl-2-methylpropyl)-5-amino-4-hydroxy-2,7-diisopropyl-8-[4-methoxy-3-(3-methoxypropoxy)phenyl]-octanamide hemifumarate